[Si](C1=CC=CC=C1)(C1=CC=CC=C1)(C(C)(C)C)O[C@]1(CN(CCCC1)C1=NC(=NC(=N1)O[C@@H](C)[C@H]1N(C[C@@H](C1)F)C)C(NO)=N)C |o1:18| 4-[(3R*)-3-[(tert-butyldiphenylsilyl)oxy]-3-methylazepan-1-yl]-6-[(1S)-1-[(2S,4R)-4-fluoro-1-methylpyrrolidin-2-yl]ethoxy]-N-hydroxy-1,3,5-triazine-2-carboximidamide